5,6-diacetyl-L-ascorbic acid C(C)(=O)[C@]([C@@H]1C(=C(C(=O)O1)O)O)(O)C(O)C(C)=O